4-(4-aminophenoxy)-2-butylbenzenamine NC1=CC=C(OC2=CC(=C(C=C2)N)CCCC)C=C1